OC=1C=C(C(=O)O)C(=CC1O)O 3,4,6-trihydroxybenzoic acid